O[C@@H]1C[C@H](N(C1)C(=O)OC(C)(C)C)C=1SC2=C(N1)C=CC(=C2)OC (2S,4R)-tert-butyl 4-hydroxy-2-(6-methoxybenzo[d]thiazol-2-yl)pyrrolidine-1-carboxylate